1-benzoyl-2-ethylpiperidine-2-formic acid C(C1=CC=CC=C1)(=O)N1C(CCCC1)(C(=O)O)CC